C1(CC1)C[C@@H](CC(=O)NC[C@H](CC1=C(C=C(C(=O)NC)C=C1)C)N(C)C)C1=NC=CC=C1 4-((S)-3-((S)-4-cyclopropyl-3-(pyridin-2-yl)butanamido)-2-(dimethylamino)propyl)-N,3-dimethylbenzamide